3-benzyl-1-(trans-4-((5-cyano-4-(1H-imidazol-5-yl)pyrimidin-2-yl)amino)cyclohexyl)-1-(4-(1-methyl-1H-pyrazol-4-yl)phenyl)urea hydrochloride Cl.C(C1=CC=CC=C1)NC(N(C1=CC=C(C=C1)C=1C=NN(C1)C)[C@@H]1CC[C@H](CC1)NC1=NC=C(C(=N1)C1=CN=CN1)C#N)=O